2-phenylsulfanylethyl 2-[1-[(2,3-difluorophenyl)methyl]-5-oxopyrrolidine-2-yl]acetate FC1=C(C=CC=C1F)CN1C(CCC1=O)CC(=O)OCCSC1=CC=CC=C1